C(C)N1C[C@@H](CCC1)NC1=NN=C(C(N1C)=O)C1=C(C=C(C=C1C)C(F)(F)F)O (R)-3-((1-ethylpiperidin-3-yl)amino)-6-(2-hydroxy-6-methyl-4-(trifluoromethyl)phenyl)-4-methyl-1,2,4-triazine-5(4H)-one